ClC1=NC(=CC(=N1)Cl)C(F)(F)F 2,4-Dichloro-6-(trifluoromethyl)pyrimidine